3-formyl-4,6,8-trimethyl-1-azulenesulfonic acid C(=O)C=1C=C(C2=C(C=C(C=C(C12)C)C)C)S(=O)(=O)O